C1(CC1)C1=NSC2=C1C=C(C=C2C(=O)N([C@@H](C)C=2N(N=CN2)C2=NC=CC=N2)C)C(F)(F)F 3-cyclopropyl-N-methyl-N-[(1S)-1-(2-pyrimidin-2-yl-1,2,4-triazol-3-yl)ethyl]-5-(trifluoromethyl)-1,2-benzothiazole-7-carboxamide